methyl ((4-bromophenoxy)(perfluorophenoxy)phosphoryl)-L-alaninate BrC1=CC=C(OP(=O)(OC2=C(C(=C(C(=C2F)F)F)F)F)N[C@@H](C)C(=O)OC)C=C1